ethyl-5-tert-butoxycarbonylamino-pyrazolo[1,5-a]pyridine-3-carboxylate C(C)OC(=O)C=1C=NN2C1C=C(C=C2)NC(=O)OC(C)(C)C